methoxybutyl acetate (methoxybutyl acetate) COCCCCCC(=O)O.C(C)(=O)OCCCCOC